C(CCCC#C)(=O)N1CCC(CC1)[C@@H]1CCNC=2N1N=C(C2C(=O)N)C2=CC=C(C=C2)OC2=CC=CC=C2 (S)-7-(1-(hex-5-ynoyl)piperidin-4-yl)-2-(4-phenoxyphenyl)-4,5,6,7-tetrahydro-pyrazolo[1,5-a]pyrimidine-3-carboxamide